C(C)N1C(CC[C@@]2(C3C(CC=C12)C1CC[C@@H]([C@]1(C[C@@H]3O)C)C3(OCCO3)C)C)=O (4aR,5S,6aS,7S)-1-ethyl-5-hydroxy-4a,6a-dimethyl-7-(2-methyl-1,3-dioxolan-2-yl)-1,3,4,4a,4b,5,6,6a,7,8,9,9a,9b,10-tetradecahydro-2H-indeno[5,4-f]quinolin-2-one